ClC=1C=C(C=C2C=NNC12)C=1N=C(C(=NC1C1=CC=CC=C1)N)OCCN(CC)CC 5-(7-chloro-1H-indazol-5-yl)-3-(2-(diethylamino)ethoxy)-6-phenylpyrazin-2-amine